C(C)(=O)C=1C(=C(C=CC1)C1CC=2C=NN(C(C2CC1)=O)C1=NC=CC=N1)C 6-(3-acetyl-2-methylphenyl)-2-(pyrimidin-2-yl)-5,6,7,8-tetrahydrophthalazin-1(2H)-one